N-((R)-2-((tert-Butoxycarbonyl)amino)-4-(3-(trifluoromethyl)phenyl)butanoyl)-N-methyl-L-alanine methyl ester COC([C@@H](N(C)C([C@@H](CCC1=CC(=CC=C1)C(F)(F)F)NC(=O)OC(C)(C)C)=O)C)=O